[Si].C[SiH]1O[Si](O[Si](O[Si](O1)(C=C)C=C)(C=C)C)(C)C tetramethyl-trivinyl-cyclotetrasiloxane silicon